(S)-6-(1-amino-1,3-dihydro-spiro[inden-2,4'-piperidin]-1'-yl)-5-methyl-3-(1-(6-methylpyridin-3-yl)vinyl)-1,5-dihydro-4H-pyrazolo[3,4-d]pyrimidin-4-one N[C@@H]1C2=CC=CC=C2CC12CCN(CC2)C=2N(C(C1=C(N2)NN=C1C(=C)C=1C=NC(=CC1)C)=O)C